phthalazin-1(2H)-one mesylate S(C)(=O)(=O)O.C1(NN=CC2=CC=CC=C12)=O